ClC=1N=NC(=C2C1OC(=C2)I)NCCC(=O)N 3-((7-chloro-2-iodofuro[2,3-d]pyridazin-4-yl)amino)propanamide